titanium zirconium hafnium vanadium tungsten [W].[V].[Hf].[Zr].[Ti]